bis{3-(triethoxysilyl) propyl} disulfide C(C)O[Si](CCCSSCCC[Si](OCC)(OCC)OCC)(OCC)OCC